(S)-3-(3-chloro-4-fluorophenyl)-1-methyl-1-(1-(2-cyclopropyl-1-oxo-1,2-dihydroisoquinolin-4-yl)ethyl)urea ClC=1C=C(C=CC1F)NC(N([C@@H](C)C1=CN(C(C2=CC=CC=C12)=O)C1CC1)C)=O